N=1N=CN2C1CN(CC2)C(=O)C=2C(=C(C(=CC2CCCCC)O)C2=C(C=CC(=C2)C)C(=C)C)O (5,6-dihydro-[1,2,4]triazolo[4,3-a]pyrazin-7(8H)-yl)(2,6-dihydroxy-5'-methyl-4-pentyl-2'-(prop-1-en-2-yl)-[1,1'-biphenyl]-3-yl)methanone